FC1=CC=CC2=C1N=C(O2)C2CCNCC2 4-fluoro-2-(piperidin-4-yl)-1,3-benzoxazole